ethyl 1-(4-(cyanomethyl) benzyl)-1H-pyrazole-4-carboxylate C(#N)CC1=CC=C(CN2N=CC(=C2)C(=O)OCC)C=C1